C(C)(C)N1CCC(CC1)N1N=C(C(=C1)NC1=NC=C(C(=N1)NCCCN1C(CC=CC=C1)=O)C(F)(F)F)C 1-(3-((2-((1-(1-isopropylpiperidin-4-yl)-3-methyl-1H-pyrazol-4-yl)amino)-5-(trifluoromethyl)pyrimidin-4-yl)amino)propyl)azepin-2-one